N-(6-(3-(4-chlorobenzyl)ureido)spiro[3.3]hept-2-yl)-6-methylnicotinamide ClC1=CC=C(CNC(NC2CC3(CC(C3)NC(C3=CN=C(C=C3)C)=O)C2)=O)C=C1